ClC=1C=CC(=C(C(=O)O)C1)NC1=C(C=NC2=CC=C(C=C12)Cl)S(=O)(=O)N1CCC(CC1)(F)F 5-chloro-2-[[6-chloro-3-[(4,4-difluoro-1-piperidyl)sulfonyl]-4-quinolyl]amino]benzoic acid